3-((R)-2-(hydroxymethyl)-7-oxo-2,3,7,9-tetrahydro-8H-[1,4]dioxino[2,3-e]isoindol-8-yl)piperidine-2,6-dione OC[C@@H]1COC=2C(=C3CN(C(C3=CC2)=O)C2C(NC(CC2)=O)=O)O1